CS(=O)(=O)C=1C=C(C=O)C=CC1C=1OC(C2=C(N1)C=C1C(=C2)OCCO1)=O 3-(methylsulfonyl)-4-(4-oxo-7,8-dihydro-4H-[1,4]dioxino[2',3':4,5]benzo[1,2-d][1,3]oxazin-2-yl)benzaldehyde